2-[4-[5-(trifluoromethyl)pyridin-2-yl]oxyphenoxy]propanoic acid FC(C=1C=CC(=NC1)OC1=CC=C(OC(C(=O)O)C)C=C1)(F)F